5-OXO-4,5-DIHYDROPYRAZINE-2-CARBALDEHYDE O=C1NC=C(N=C1)C=O